C(C)(C)(C)OC(=O)N[C@H](C(=O)OC)CCC(=O)N1CCOC2=C(C1)C=C(C=C2)Cl Methyl (S)-2-((tert-butoxycarbonyl) amino)-5-(7-chloro-2,3-dihydrobenzo[f][1,4]oxazepin-4(5H)-yl)-5-oxopentanoate